CC(C(=O)C1=CC=CC=C1)C(C(C)(C)C)=O 2,4,4-trimethyl-1-phenylpentane-1,3-dione